1-benzyl-3-phenylquinolin C(C1=CC=CC=C1)N1CC(=CC2=CC=CC=C12)C1=CC=CC=C1